1-benzhydryl-3-(4-chloropyrrolo[2,1-f][1,2,4]triazin-5-yl)azetidin-3-ol C(C1=CC=CC=C1)(C1=CC=CC=C1)N1CC(C1)(O)C=1C=CN2N=CN=C(C21)Cl